CN1CC(C1)(C)[C@@](C=1C=C(N=NC1)CC(CC)(O)C1=CC=CC=C1)(C1=CC=C(C=C1)C(C)C)O {5-[(R)-(1,3-dimethyl-azetidin-3-yl)-hydroxy-(4-isopropyl-phenyl)-methyl]-pyridazin-3-yl}-2-phenyl-butan-2-ol